S1C2=C(C=C1)C(=CC=C2)N2CCN(CC2)CCCCOC2=CC=C1C=CC(N(C1=C2)C(CCCCCCCCCCCCCCCCC)=O)=O 7-(4-(4-(benzo[b]thiophen-4-yl)piperazin-1-yl)butoxy)-1-stearoylquinolin-2(1H)-one